C(C)N1C=2C=CC(=CC2C=2C=C3C(=C(C12)C)C=CN=C3)OC 6-ethyl-9-methoxy-5-methyl-pyrido[4,3-b]carbazole